1-[3-(2-chloro-6-methyl-4-pyridinyl)-2-(3-cyanophenyl)pyrazolo[1,5-a]pyrimidin-5-yl]-3-(1-ethyl-4-piperidinyl)urea ClC1=NC(=CC(=C1)C=1C(=NN2C1N=C(C=C2)NC(=O)NC2CCN(CC2)CC)C2=CC(=CC=C2)C#N)C